NC(C(=O)O)CC1=CC(=C(C(=C1)I)OC1=CC(=C(C=C1)O)I)I 2-amino-3-(4-(4-hydroxy-3-iodophenoxy)-3,5-diiodophenyl)propanoic acid